FC1(CC2(C1)C[C@@H](N(CC2)CC2=C1C=CNC1=C(C=C2OC)C)C=2C=NC(=C(C2)F)OCC2COC2)F (R)-2,2-difluoro-6-(5-fluoro-6-(oxetan-3-ylmethoxy)pyridin-3-yl)-7-((5-methoxy-7-methyl-1H-indol-4-yl)methyl)-7-azaspiro[3.5]nonane